BrC1=C(C=C(C2=C1N=NS2)Br)[N+](=O)[O-] 4,7-dibromo-5-nitrobenzothiadiazole